OCC1CCC(CC1)N1N=C2C=C(C(=CC2=C1)NC(C1=NC(=CC=C1)C(C)(C)O)=O)OC N-(2-((1r,4r)-4-(hydroxymethyl)cyclohexyl)-6-methoxy-2H-indazol-5-yl)-6-(2-hydroxypropan-2-yl)picolinamide